tert-butyl 3-cyano-3-(N-(3,4-difluorobenzyl)-2-(((1r,4r)-4-methylcyclohexyl)amino)acetamido)azetidine-1-carboxylate C(#N)C1(CN(C1)C(=O)OC(C)(C)C)N(C(CNC1CCC(CC1)C)=O)CC1=CC(=C(C=C1)F)F